O=C(\C=C(\C)/[O-])C.[Ni+2].O=C(\C=C(\C)/[O-])C nickel(II) (Z)-4-oxopent-2-en-2-olate